CC1OCCC(N1)C 2,4-dimethyl-1,3-oxazinane